3-(2-fluoropyridin-4-yl)tetrahydrofuran-3-ol FC1=NC=CC(=C1)C1(COCC1)O